1-[5-ethylsulfanyl-6-[5-(trifluoromethylsulfanyl)-1,3-benzoxazol-2-yl]-3-pyridinyl]cyclopropanecarbonitrile C(C)SC=1C=C(C=NC1C=1OC2=C(N1)C=C(C=C2)SC(F)(F)F)C2(CC2)C#N